(2R)-2-amino-4-{[{[(carboxymethyl)-(methyl)amino]-(methylamino)-methylidene}-amino]sulfanyl}-butanoic acid N[C@@H](C(=O)O)CCSN=C(NC)N(C)CC(=O)O